N1=CN=C(C2=C1NC=C2)N2CCC(CC2)NS(=O)(=O)C2=C(C(=C(C(=O)OC)C(=C2F)F)F)F methyl 4-(N-(1-(7H-pyrrolo[2,3-d]pyrimidin-4-yl)piperidin-4-yl)sulfamoyl)-2,3,5,6-tetrafluorobenzoate